C(C)(C)(C)OC(=O)N[C@@H](CCC(=O)OCC1=CC=CC=C1)C#N benzyl (S)-4-((tert-butoxycarbonyl)amino)-4-cyanobutanoate